C(CCCCCCC\C=C/C\C=C/CCCCC)C1(OCC(CO1)CN(C)C)CCCCCCCC\C=C/C\C=C/CCCCC 2,2-dilinoleyl-5-dimethylaminomethyl-[1,3]-dioxane